7-(((2,2-difluorobenzo[d][1,3]dioxol-5-yl)(8-hydroxy-5-methylquinolin-7-yl)methyl)amino)-7-oxoheptanoic acid FC1(OC2=C(O1)C=CC(=C2)C(C2=CC(=C1C=CC=NC1=C2O)C)NC(CCCCCC(=O)O)=O)F